ClC=1C=C2CC(O[C@H](C2=CC1)[C@H]1O[C@H]([C@@H]([C@@H]1O)O)N1C=CC2=C1N=CN=C2C)OC (2S,3S,4R,5R)-2-((1R)-6-chloro-3-methoxyisochroman-1-yl)-5-(4-methyl-7H-pyrrolo[2,3-d]pyrimidin-7-yl)tetrahydrofuran-3,4-diol